ClC1=NN=C(C=2CCCCC12)NC12CC(C1)(C2)CO {3-[(4-chloro-5,6,7,8-tetrahydrophthalazin-1-yl)amino]bicyclo[1.1.1]Pentan-1-yl}methanol